COC=1C=C(C=C(C1)OC)C(C)NNC(=O)C1=NC(=CN=C1)C1=CC=C(C=C1)OCC N'-(1-(3,5-dimethoxyphenyl)ethyl)-6-(4-ethoxyphenyl)pyrazine-2-carbohydrazide